(R)-2-((2S,3R)-3-amino-2-hydroxy-4-phenylbutanamido)-2-(3-fluoro-5-(trifluoromethoxy)phenyl)acetic acid N[C@@H]([C@@H](C(=O)N[C@@H](C(=O)O)C1=CC(=CC(=C1)OC(F)(F)F)F)O)CC1=CC=CC=C1